4-{[2-{4-[5-chloro-2-(1,3-oxazol-5-yl)phenyl]-5-methoxy-2-oxopyridin-1(2H)-yl}-4-(trifluoromethoxy)butanoyl]amino}benzoic acid tert-butyl ester C(C)(C)(C)OC(C1=CC=C(C=C1)NC(C(CCOC(F)(F)F)N1C(C=C(C(=C1)OC)C1=C(C=CC(=C1)Cl)C1=CN=CO1)=O)=O)=O